ClC1=C(C(=O)C2=CNC=3N=CN=C(C32)NC3CCN(CC3)C(CCCCCC#CC3=C2CN(C(C2=CC=C3)=O)C3C(NC(CC3)=O)=O)=O)C=CC(=C1)OC1=CC=CC=C1 3-(4-(8-(4-((5-(2-chloro-4-phenoxybenzoyl)-7H-pyrrolo[2,3-d]pyrimidin-4-yl)amino)piperidin-1-yl)-8-oxooct-1-yn-1-yl)-1-oxoisoindolin-2-yl)piperidine-2,6-dione